C(C)OC=1C(=CC=C2CN(C(C12)=O)C1C(NC(CC1)=O)=O)CO 3-(7-ethoxy-6-(hydroxymethyl)-1-oxoisoindolin-2-yl)piperidine-2,6-dione